(1r,3r)-3-((4-methoxy-5-(1-methyl-1H-benzo[d][1,2,3]triazol-6-yl)-7H-pyrrolo[2,3-d]pyrimidin-2-yl)amino)-1-methylcyclobutan-1-ol COC=1C2=C(N=C(N1)NC1CC(C1)(O)C)NC=C2C=2C=CC1=C(N(N=N1)C)C2